CC=1C=CC2=C(N=C(O2)N)C1 5-methyl-2-aminobenzoxazole